4-(((1-(1-(1-aminocyclobutane-1-carbonyl)piperidin-4-yl)-1H-pyrazol-4-yl)methyl)amino)-2-(2,6-dioxopiperidin-3-yl)isoindoline-1,3-dione NC1(CCC1)C(=O)N1CCC(CC1)N1N=CC(=C1)CNC1=C2C(N(C(C2=CC=C1)=O)C1C(NC(CC1)=O)=O)=O